3-(1-Cyclopropylimidazol-4-yl)-4-fluoro-N-[(4-methoxyphenyl)methyl]-N-methyl-benzenesulfonamide C1(CC1)N1C=NC(=C1)C=1C=C(C=CC1F)S(=O)(=O)N(C)CC1=CC=C(C=C1)OC